6-((S)-2-((3aS,5S,6aR)-5-(2,5-difluorophenoxy)-3a-hydroxyhexahydrocyclopenta[c]pyrrol-2(1H)-yl)-1-hydroxyethyl)-3,4-dihydroquinolin-2(1H)-one FC1=C(O[C@@H]2C[C@@]3([C@@H](CN(C3)C[C@@H](O)C=3C=C4CCC(NC4=CC3)=O)C2)O)C=C(C=C1)F